3-(N-methyl-N-((1-methylpyrrolidin-2-yl)methyl)sulfamoyl)-1-(7-fluoro-5-(2-methoxypyridin-4-yl)-2,3-dihydro-1H-inden-4-yl)urea CN(S(=O)(=O)NC(NC1=C2CCCC2=C(C=C1C1=CC(=NC=C1)OC)F)=O)CC1N(CCC1)C